BrC1=CC=C(C=2SC(=C(C21)C2=NC1=C(N2)C=CC(=C1)C(N)=O)C(=O)O)F 4-Bromo-3-(5-carbamoyl-1H-benzo[d]imidazol-2-yl)-7-fluorobenzo[b]thiophene-2-carboxylic acid